Tetradecyl Phenyl Ether Sulfate S(=O)(=O)(O)O.C1(=CC=CC=C1)OCCCCCCCCCCCCCC